(E)-3-(2,6-dimethylphenyl)-1-(N-methyl-pyrrol-2-yl)prop-2-en-1-one Methyl-(E)-6-(4-fluoro-3-methoxystyryl)nicotinate COC(C1=CN=C(C=C1)\C=C\C1=CC(=C(C=C1)F)OC)=O.CC1=C(C(=CC=C1)C)/C=C/C(=O)C=1N(C=CC1)C